NC=1C(=NC=CC1)N1CCN(CC1)C=1N=C(C=2N=C(N=C(C2N1)N1CC(N(CC1)C)=O)N(CCOC)CCOC)N1CCC(CC1)OC 4-(6-(4-(3-aminopyridin-2-yl)piperazin-1-yl)-2-(bis(2-methoxyethyl)amino)-8-(4-methoxypiperidin-1-yl)pyrimido[5,4-d]pyrimidin-4-yl)-1-methylpiperazin-2-one